ICC(CCC)I 1,2-Di-iodopentane